(fluoromethyl)(phenyl)sulfane FCSC1=CC=CC=C1